3-((1,2,3,4-tetrahydroisoquinolin-6-yl)methyl)quinolin C1NCCC2=CC(=CC=C12)CC=1C=NC2=CC=CC=C2C1